NC1=C(C2=NC=C(C=C2N1CCC1=C(C=CC(=C1)OCOC)C)C(F)(F)F)C#N 2-amino-1-[5-(methoxymethoxy)-2-methyl-phenyl-ethyl]-6-(trifluoromethyl)pyrrolo[3,2-b]Pyridine-3-carbonitrile